C1(=CC=CC=C1)NC1=CC=CC=2C(C3=CC=CC=C3C(C12)=O)=O 4-phenylamino-anthraquinone